B(O)(O)O (E)-boric acid